C(C)(C)(C)OC(=O)NC=1SC2=C(N1)C(=CC(=C2F)F)B(O)O {2-[(tert-Butoxycarbonyl)amino]-6,7-difluoro-1,3-benzothiazol-4-yl}boronic acid